(5-bromo-4-methyl-thiazol-2-yl)methoxy-tert-butyl-dimethyl-silane BrC1=C(N=C(S1)CO[Si](C)(C)C(C)(C)C)C